(2R,3R,4R,5S)-2-(hydroxymethyl)-1-(2-(1-phenylpiperidin-4-yl)ethyl)piperidine-3,4,5-triol OC[C@H]1N(C[C@@H]([C@H]([C@@H]1O)O)O)CCC1CCN(CC1)C1=CC=CC=C1